N-(1-(azetidin-1-ylmethyl)cyclopropyl)-2-(5,6-dimethylbenzo[d]isoxazol-3-yl)-2-methylpropanamide N1(CCC1)CC1(CC1)NC(C(C)(C)C1=NOC2=C1C=C(C(=C2)C)C)=O